7-methyl-8-nitro-2-(4-(3-(pyridin-4-yl)-1,2,4-oxadiazol-5-yl)piperidin-1-yl)-6-(trifluoromethyl)-4H-benzo[e][1,3]thiazin-4-one CC1=C(C2=C(C(N=C(S2)N2CCC(CC2)C2=NC(=NO2)C2=CC=NC=C2)=O)C=C1C(F)(F)F)[N+](=O)[O-]